[N+](=O)([O-])C=1C=C(C=CC1)C(CBr)=O m-nitro-α-bromoacetophenone